C(C)(C)C1CN(C1)C(=O)O[C@@H]1CC[C@H](CC1)C(N(C[C@@H]1CC[C@H](CC1)C1=NC(=C(C=C1)OC)C)C1=NC=CC(=C1)C=1C=NN(C1)C(C)C)=O trans-4-((4-(1-Isopropyl-1H-pyrazol-4-yl)pyridin-2-yl)((trans-4-(5-methoxy-6-methylpyridin-2-yl)cyclohexyl)methyl)carbamoyl)cyclohexyl 3-isopropylazetidine-1-carboxylate